OOCCCCCCCCCC(C)C isododecyl hydroxy ether